N1(CCC1)C1=NC=CC(=N1)COC1=CC=C(C=C1)C(C)(C)C1=CC=C(OCCCNC2=C3C(N(C(C3=CC=C2)=O)C2C(NC(CC2)=O)=O)=O)C=C1 4-((3-(4-(2-(4-((2-(azetidin-1-yl)pyrimidin-4-yl)methoxy)phenyl)propan-2-yl)phenoxy)propyl)amino)-2-(2,6-dioxopiperidin-3-yl)isoindolin-1,3-dione